(4-(1H-indol-3-yl)thiophen-2-yl)-5-oxopentanoic acid N1C=C(C2=CC=CC=C12)C=1C=C(SC1)C(C(=O)O)CCC=O